11,11',11''-(5-(3-(tert-butyl)-9H-carbazol-9-yl)-4-(2-(4,6-diphenyl-1,3,5-triazin-2-yl)phenyl)pyridine-2,3,6-triyl)tris(11H-benzo[a]carbazole) C(C)(C)(C)C=1C=CC=2N(C3=CC=CC=C3C2C1)C=1C(=C(C(=NC1N1C2=CC=CC=C2C2=CC=C3C(=C12)C=CC=C3)N3C1=CC=CC=C1C1=CC=C2C(=C31)C=CC=C2)N2C3=CC=CC=C3C3=CC=C1C(=C23)C=CC=C1)C1=C(C=CC=C1)C1=NC(=NC(=N1)C1=CC=CC=C1)C1=CC=CC=C1